1-(2-{[2-(1H-1,3-Benzodiazol-2-yl)ethyl]amino}ethyl)-N-[(3-fluoropyridin-2-yl)methyl]-5-methyl-1H-imidazole-4-carboxamide N1C(=NC2=C1C=CC=C2)CCNCCN2C=NC(=C2C)C(=O)NCC2=NC=CC=C2F